OC(COCC1(COC1)CC)C 2-hydroxypropyl(3-ethyl-3-oxetanylmethyl) ether